3-Amino-5'-(trimethylsilyl)-2H-[1,2'-bipyridin]-2-one NC=1C(N(C=CC1)C1=NC=C(C=C1)[Si](C)(C)C)=O